(S)-3-(2-((1-methoxy-3-methyl-1-oxobutan-2-yl)amino)ethyl)azetidine-1,3-dicarboxylic acid 1-(tert-butyl) ester 3-methyl ester COC(=O)C1(CN(C1)C(=O)OC(C)(C)C)CCN[C@H](C(=O)OC)C(C)C